C1(CC1)C1=CC(=C(C2=CC=C(C=C12)F)N)B1OC(C(O1)(C)C)(C)C 4-Cyclopropyl-6-fluoro-2-(4,4,5,5-tetramethyl-1,3,2-dioxaborolan-2-yl)naphthalen-1-amine